COC1=CC=C(COC=2C=C(C=NC2)O)C=C1 5-((4-methoxybenzyl)oxy)pyridine-3-ol